2,6-Diazaspiro[3.4]oct-an-5-one hydrochloride Cl.C1NCC12C(NCC2)=O